2-[(2R,6S)-2,6-dimethylmorpholin-4-yl]-6-(propan-2-yl)-4-{[4-(propan-2-yl)phenyl]amino}-5,6-dihydro-7H-pyrrolo[3,4-d]pyrimidin-7-one C[C@@H]1CN(C[C@@H](O1)C)C=1N=C(C2=C(N1)C(N(C2)C(C)C)=O)NC2=CC=C(C=C2)C(C)C